2-(2,6-dichlorophenoxy)-1-(4-(5-(trifluoromethyl)-1,2,4-oxadiazol-3-yl)phenyl)ethan-1-one ClC1=C(OCC(=O)C2=CC=C(C=C2)C2=NOC(=N2)C(F)(F)F)C(=CC=C1)Cl